ClC=1C=NN(C1C(=O)NC1=NC=C(C=C1C)C#CC1=CC=C(C=C1)F)CC1(CCN(CC1)C(C(C)C)=O)C#N 4-chloro-1-((4-cyano-1-isobutyrylpiperidin-4-yl)methyl)-N-(5-((4-fluorophenyl)ethynyl)-3-methylpyridin-2-yl)-1H-pyrazole-5-carboxamide